OCCC(C)ONC(=O)N (HYDROXYETHYLETHOXY)-UREA